17-hydroxy-6-(2-hydroxyethoxy)-10,13-dimethyl-1,2,6,7,8,9,10,11,12,13,14,15,16,17-tetradecahydro-3H-cyclopenta[a]phenanthren-3-one OC1CCC2C3CC(C4=CC(CCC4(C3CCC12C)C)=O)OCCO